C(CCCCCCCCCCCCCCC)N1C=CC(C=C1)=O N-hexadecylpyridin-4-one